(2S,4R)-1-[2-(tert-butoxycarbonylamino)-3,3-dimethyl-butanoyl]-4-hydroxy-pyrrolidine-2-carboxylic acid C(C)(C)(C)OC(=O)NC(C(=O)N1[C@@H](C[C@H](C1)O)C(=O)O)C(C)(C)C